6-((3-(piperazin-1-yl)phenoxy)methyl)nicotinonitrile trifluoroacetic acid salt FC(C(=O)O)(F)F.N1(CCNCC1)C=1C=C(OCC2=NC=C(C#N)C=C2)C=CC1